C(C=C=C)(=O)NC(C(=O)NCCCCCC(=O)O)CNC(C=C=C)=O 6-(2,3-di(butane-2,3-dienamido)propionamido)hexanoic acid